Cl.C(C)OCC1(CCN(CC1)CC1=CC=C(C=C1)C=1SC=CN1)CCC1=CC=CC=C1 2-(4-((4-(ethoxymethyl)-4-phenethylpiperidin-1-yl)methyl)phenyl)thiazole HCl salt